C(C1=CC=CC=C1)N1CC2C(C1)CC(=C2)C2=CC=C(C=C2)C(F)(F)F 2-benzyl-5-(4-(trifluoromethyl)phenyl)-1,2,3,3a,4,6a-hexahydrocyclopenta[C]pyrrole